2-(4-isopropyl-5-(8-methoxy-[1,2,4]triazolo[1,5-a]pyridin-6-yl)-1H-pyrazol-3-yl)-4-methyl-5-(6-((tetrahydro-2H-pyran-4-yl)methyl)-2,6-diazaspiro[3.3]heptan-2-yl)thiazole C(C)(C)C=1C(=NNC1C=1C=C(C=2N(C1)N=CN2)OC)C=2SC(=C(N2)C)N2CC1(C2)CN(C1)CC1CCOCC1